2-oxo-1,2-dihydrospiro[pyrido[2,3-b][1,4]oxazine-3,3'-pyrrolidine]-6-carboxamide O=C1NC2=C(OC13CNCC3)N=C(C=C2)C(=O)N